CC1NCCOC1 3-methyl-morpholine